rac-2-bromo-1-((1R,4R)-1-methyl-2-oxabicyclo[2.2.1]heptan-4-yl)ethan-1-one BrCC(=O)[C@]12CO[C@](CC1)(C2)C |r|